1-tert-butyl-N-[2-[[4-(6-fluoro-2-pyridinyl)thiazol-2-yl]amino]-2-oxo-ethyl]pyrrole-3-carboxamide C(C)(C)(C)N1C=C(C=C1)C(=O)NCC(=O)NC=1SC=C(N1)C1=NC(=CC=C1)F